6-(3-amino-2,6-difluorophenyl)-N-(2-aminophenyl)imidazo[1,5-a]pyrazine-1-carboxamide NC=1C(=C(C(=CC1)F)C=1N=CC=2N(C1)C=NC2C(=O)NC2=C(C=CC=C2)N)F